CC1COCC(N1C(C(=O)O)=O)C1=CC=C(C=C1)C(F)(F)F 2-(3-methyl-5-(4-(trifluoromethyl)phenyl)morpholino)-2-oxoacetic acid